COC1=C(SC2=CN=CC=C21)C(=O)OCC ethyl 3-methoxythieno[2,3-C]pyridine-2-carboxylate